Cl.CC(C)NCC(COC1=CC=CC2=CC=CC=C12)O (+)-1-[(1-methylethyl)amino]-3-(1-naphthalenyloxy)-2-propanol hydrochloride